FC(SC1=C(C(=O)O)C=CC=C1SC(F)(F)F)(F)F 2,3-bis(trifluoromethylthio)benzoic acid